BrC(C(=O)NC1=C(C=C(C=C1F)Br)F)C 2-bromo-N-(4-bromo-2,6-difluoro-phenyl)-propionamide